(3R)-4,4-Dimethyl-3-pyrrolidinecarboxylic acid CC1([C@H](CNC1)C(=O)O)C